(2S,3S)-ethyl 3-((6-(benzo[b]thiophen-2-yl)-5-fluoro-2-(5-trityl-5H-pyrrolo[2,3-b]pyrazin-7-yl)pyrimidin-4-yl)amino)bicyclo[2.2.2]octane-2-carboxylate S1C2=C(C=C1C1=C(C(=NC(=N1)C1=CN(C3=NC=CN=C31)C(C3=CC=CC=C3)(C3=CC=CC=C3)C3=CC=CC=C3)N[C@@H]3[C@H](C1CCC3CC1)C(=O)OCC)F)C=CC=C2